6-fluoro-1-(5-fluoro-1,3-thiazol-2-yl)7-{3-[(5-methoxypyridin-2-yl)carbamoyl]azetidin-1-yl}-5-methyl-4-oxo-1,4-dihydro-1,8-naphthyridine-3-carboxylic acid FC=1C(=C2C(C(=CN(C2=NC1N1CC(C1)C(NC1=NC=C(C=C1)OC)=O)C=1SC(=CN1)F)C(=O)O)=O)C